trans-N1-methyl-N3-(5-(1-methyl-1H-benzo[d][1,2,3]triazol-6-yl)pyrrolo[2,1-f][1,2,4]triazin-2-yl)cyclobutane-1,3-diamine CN[C@@H]1C[C@H](C1)NC1=NN2C(C=N1)=C(C=C2)C=2C=CC1=C(N(N=N1)C)C2